1-(5-(1-(methylsulfonyl)pyrrolidin-3-yl)thiophen-2-yl)-2-((2-(trifluoromethyl)quinazolin-4-yl)thio)ethan-1-one CS(=O)(=O)N1CC(CC1)C1=CC=C(S1)C(CSC1=NC(=NC2=CC=CC=C12)C(F)(F)F)=O